ClC1=CC(=C(C=C1OCC(C1=C(C=CC=C1)F)=O)N1C(C=2CCCCC2C1=O)=O)F 2-(4-chloro-2-fluoro-5-(2-oxo-2-(2-fluorophenyl)ethoxy)phenyl)-4,5,6,7-tetrahydro-1H-isoindole-1,3(2H)-dione